2-[3-(6-methyl-2-pyridyl)-1H-pyrazol-4-yl]-7-[1-(oxetan-3-yl)pyrazol-4-yl]-1,5-naphthyridine CC1=CC=CC(=N1)C1=NNC=C1C1=NC2=CC(=CN=C2C=C1)C=1C=NN(C1)C1COC1